benzyl ((3aR,5s,6aS)-2-(piperidin-4-ylmethyl) octahydrocyclopenta[c]pyrrol-5-yl)carbamate N1CCC(CC1)CN1C[C@@H]2[C@H](C1)CC(C2)NC(OCC2=CC=CC=C2)=O